ClC=1C=C(C=C(C1)C1NCCOC1)B(O)O (3-chloro-5-(morpholin-3-yl)phenyl)boronic acid